4-(p-fluorobenzoyl)biphenyl FC1=CC=C(C(=O)C2=CC=C(C=C2)C2=CC=CC=C2)C=C1